Methyl-(S,E)-(7-(dimethylamino)-1-((1-((6-fluoro-7-isobutoxy-1H-pyrrolo[3,2-b]pyridin-2-yl)methyl)-2-oxo-1,2-dihydropyridin-3-yl)amino)-1,7-dioxohept-5-en-2-yl)carbamat COC(N[C@H](C(=O)NC=1C(N(C=CC1)CC1=CC2=NC=C(C(=C2N1)OCC(C)C)F)=O)CC\C=C\C(=O)N(C)C)=O